BrC(CC(=O)OCC)C1=CC=CC=C1 ethyl 3-bromo-3-phenylpropionate